OC(CCC=CC(=O)NCC(C)(C)O)C=CC=CC(C)=O 6-hydroxy-N-(2-hydroxy-2-methylpropyl)-11-oxo-2,7,9-dodecatrienamide